6-chloro-2-(4-chlorophenyl)hexanoic acid ClCCCCC(C(=O)O)C1=CC=C(C=C1)Cl